5-cyano-N-(2,4-difluoro-3-[[3-methyl-1-(oxan-2-yl)pyrazolo[3,4-b]pyridin-5-yl]methoxy]phenyl)-2-methoxypyridine-3-sulfonamide C(#N)C=1C=C(C(=NC1)OC)S(=O)(=O)NC1=C(C(=C(C=C1)F)OCC=1C=C2C(=NC1)N(N=C2C)C2OCCCC2)F